8,8-dimethyl-7-oxo-2-{[3-(trifluoromethyl)-1H-pyrazol-1-yl]acetyl}-2-azaspiro[3.5]non-5-ene-6-carbonitrile CC1(C(C(=CC2(CN(C2)C(CN2N=C(C=C2)C(F)(F)F)=O)C1)C#N)=O)C